4-(trifluoromethyl)thiazole FC(C=1N=CSC1)(F)F